9,10-bis[N,N-di-(p-tolyl)-amino]anthracene CC1=CC=C(C=C1)N(C2=CC=C(C=C2)C)C3=C4C=CC=CC4=C(C5=CC=CC=C53)N(C6=CC=C(C=C6)C)C7=CC=C(C=C7)C